The molecule is a tensyuic acid that is itaconic acid which has been substituted at position 3 by a 7-(methoxycarbonyl)heptanyl group. The (+)-isomer, isolated from Aspergillus niger FKI-2342. It has a role as an Aspergillus metabolite. It is a tensyuic acid, a methyl ester and a dicarboxylic acid. COC(=O)CCCCCCCC(C(=C)C(=O)O)C(=O)O